7-bromo-2-(4-methoxybenzyl)-1,1a,2,7b-tetrahydro-3H-cyclopropa[c]isoquinolin-3-one BrC=1C=2C3C(N(C(C2C=CC1)=O)CC1=CC=C(C=C1)OC)C3